6-chloro-4-(2-cyclopropylmethoxy-phenylamino)nicotinamide ClC1=NC=C(C(=O)N)C(=C1)NC1=C(C=CC=C1)OCC1CC1